BrC=1C(=NC(=NC1)NC1=C(C=C(C(=C1)Cl)N1CCNCC1)Cl)NC1=CC=C(C(=C1)C)C 6-((5-bromo-2-((2,5-dichloro-4-(piperazin-1-yl)phenyl)amino)pyrimidin-4-yl)amino)-2,3-dimethylbenzene